(S)-quinuclidin-3-yl (6'-(3-(methoxymethoxy)phenyl)-3',4'-dihydro-1'H-spiro[cyclopropane-1,2'-naphthalen]-1'-yl)carbamate COCOC=1C=C(C=CC1)C=1C=C2CCC3(C(C2=CC1)NC(O[C@@H]1CN2CCC1CC2)=O)CC3